tert-butyl N-(4-acetyl-1,2,5-thiadiazol-3-yl)carbamate C(C)(=O)C=1C(=NSN1)NC(OC(C)(C)C)=O